C(C)(C)(C)OC(=O)N1CC=2C(CC1)=NN(C2C2=NC=C(C1=C2C=CN1)Cl)C1=C(C=CC=C1CC)CC 3-(7-chloro-1H-pyrrolo[3,2-c]pyridin-4-yl)-2-(2,6-diethylphenyl)-2,4,6,7-tetrahydro-5H-pyrazolo[4,3-c]pyridine-5-carboxylic acid tert-butyl ester